[Cu].C1(=CC=CC=C1)P(C1=CC=CC=C1)CP(C1=CC=CC=C1)C1=CC=CC=C1.C1(=CC=CC=C1)P(C1=CC=CC=C1)CP(C1=CC=CC=C1)C1=CC=CC=C1 di[bis-diphenylphosphinomethane] copper